ClC1=C(C=CC=C1)S(=O)(=O)NC1=CC(=C(C=C1)C1=CC2=C(N=C(N=C2)NC2CNCCC2)N2C1=NC(=C2)C)F 2-chloro-N-(3-fluoro-4-(8-methyl-2-(piperidin-3-ylamino)imidazo[1',2':1,6]pyrido[2,3-d]pyrimidin-6-yl)phenyl)benzenesulfonamide